COC1=C(C(=O)NC2=CC=C(C=C2)C)C(=CC(=C1)OC)C=CC1=CC=C(C=C1)OCC(N1CCCCC1)=O 2,4-dimethoxy-6-(4-(2-oxo-2-(piperidin-1-yl)ethoxy)styryl)-N-(p-tolyl)benzamide